2-(trifluoromethyl)benzylbromide FC(C1=C(CBr)C=CC=C1)(F)F